COC=1C=C(C=CC1OC)C1=CC=C2C(=N1)C=C(N2)C(=O)N2CCCCC2 (5-(3,4-dimethoxyphenyl)-1H-pyrrolo[3,2-b]pyridin-2-yl)(piperidin-1-yl)methanone